3-(5-cyclopropoxypyridin-3-yl)-1-isopropyl-N-(3-methyl-1,1-dioxidothietan-3-yl)-1H-pyrazolo[4,3-b]pyridine-6-carboxamide C1(CC1)OC=1C=C(C=NC1)C1=NN(C=2C1=NC=C(C2)C(=O)NC2(CS(C2)(=O)=O)C)C(C)C